(7-cyanobenzo[c][1,2,5]thiadiazol-4-yl)-5-(trifluoromethyl)-3-azabicyclo[3.1.0]hexane-1-carboxylic acid C(#N)C1=CC=C(C=2C1=NSN2)C2C1(CC1(CN2)C(F)(F)F)C(=O)O